((S)-1-(2-(trifluoromethyl)pyridin-4-yl)-ethyl)quinoline-4-carboxamide FC(C1=NC=CC(=C1)[C@H](C)C1=NC2=CC=CC=C2C(=C1)C(=O)N)(F)F